COC1=C(C=CC(=C1)CCC=1OC(C=C(C1)OC)=O)[O-].C(=O)NNC(C=1C(O)=CC=CC1)=O N-formyl-N'-salicyloyl-hydrazine 2-methoxy-4-[2-(4-methoxy-6-oxo-6H-pyran-2-yl)ethyl]phenolate